O=C1N(CC2=NC(=CC=C21)NCC2=CN=CS2)CCNC(C)=O N-(2-(5-oxo-2-((thiazol-5-ylmethyl)amino)-5,7-dihydro-6H-pyrrolo[3,4-b]pyridin-6-yl)ethyl)acetamide